C(#N)C1=CC2=C(N(C(=N2)NC(=O)C=2SC=CC2)CCC2=CC=C(C=C2)P(O)(O)=O)C=C1 (4-(2-(5-cyano-2-(thiophene-2-carboxamido)-1H-benzo[d]imidazol-1-yl)ethyl)phenyl)phosphonic acid